(2R)-ethyl ethylene oxide C(C)C1CO1